NC1=C2C(=NC(=C1)Cl)C(N(C2C2=C(C=CC=C2)Cl)CC2=CC=C(C=C2)OC)=O.[O].[Cr].[Fe] Iron-chromium oxygen 4-amino-2-chloro-5-(2-chlorophenyl)-6-(4-methoxybenzyl)-5,6-dihydro-7H-pyrrolo[3,4-b]pyridin-7-one